methyl (1S,4s)-4-(2-(((R)-2-(3-fluorophenyl)-2-hydroxyethyl)amino)-2-methylpropyl)cyclohexane-1-carboxylate FC=1C=C(C=CC1)[C@H](CNC(CC1CCC(CC1)C(=O)OC)(C)C)O